NC1=C2C(=NC=C1C(=O)O)N(C=C2)CC(=O)N2[C@@H]1C[C@@H]1C[C@H]2C(NC2=NC(=CC=C2)Br)=O 4-amino-1-(2-((1R,3S,5R)-3-((6-bromopyridin-2-yl)carbamoyl)-2-azabicyclo[3.1.0]hexan-2-yl)-2-oxoethyl)-1H-pyrrolo[2,3-b]pyridine-5-carboxylic acid